1-(2-azaspiro[3.3]heptan-6-yl)-3-(3-(trifluoromethyl)phenyl)urea C1NCC12CC(C2)NC(=O)NC2=CC(=CC=C2)C(F)(F)F